N1(CCSCC1)C(=O)N thiomorpholine-4-carboxamide